FC1(CCOC12CCC(CC2)N)F 4,4-difluoro-1-oxaspiro[4.5]decan-8-amine